(R)- or (S)-1,1,1-trifluoropropan-2-ylacetate FC([C@H](C)CC(=O)[O-])(F)F |o1:2|